CC(C[Al](CC(C(C)(C)C)C)CC(C(C)(C)C)C)C(C)(C)C tri-(2,3,3-tri-methyl-butyl)-aluminum